OC1=C(C=C(C=C1)C=1C=C2C(NC(=NC2=CC1)C)=O)CC(=O)N(C)C 2-(2-hydroxy-5-(2-methyl-4-oxo-3,4-dihydro-quinazolin-6-yl)phenyl)-N,N-dimethylacetamide